ClC=1C=C(OCC(CO)(F)F)C=CC1C=1N(C2=NC=NC(=C2N1)OC1(CC1)C)CC1=NC=CC(=C1)C 3-(3-chloro-4-(6-(1-methylcyclopropoxy)-9-((4-methylpyridin-2-yl)methyl)-9H-purin-8-yl)phenoxy)-2,2-difluoropropan-1-ol